Cl.O1C=NC(=C1)CN (1,3-oxazol-4-yl)methanamine hydrochloride